BrC1=C(C=C(C=C1)Cl)OCOC 1-bromo-4-chloro-2-(methoxymethoxy)benzene